tert-Butyl (3-cyano-5-fluoro-4-(5-fluoro-3-((3R,4R)-3-(isopropylamino)-4-methoxypyrrolidin-1-yl)-7,9-dihydrofuro[3,4-f]quinazolin-6-yl)benzo[b]thiophen-2-yl)carbamate C(#N)C=1C2=C(SC1NC(OC(C)(C)C)=O)C=CC(=C2C=2C1=C(C=3C=NC(=NC3C2F)N2C[C@H]([C@@H](C2)OC)NC(C)C)COC1)F